C(C1=CC=CC=C1)OC1=C(C=CC=C1)C1CC(C1)O 3-[2-(benzyloxy)phenyl]cyclobutan-1-ol